FC=1C=C(C=CC1OC(F)(F)F)NC[C@@H]1C[C@H](C1)C(F)(F)F (3-fluoro-4-(trifluoromethoxy)phenyl)(trans-3-(trifluoromethyl)cyclobutyl)methylamine